(trifluoromethyl)-[1,1':2',1''-terphenyl]-4-carbonitrile FC(F)(F)C1=C(C=CC(=C1)C#N)C=1C(=CC=CC1)C1=CC=CC=C1